7-(2-((3aR,4S,6R,6aS)-6-(4-amino-7H-pyrrolo[2,3-d]pyrimidin-7-yl)-2,2,4-trimethyltetrahydro-4H-cyclopenta[d][1,3]dioxol-4-yl)ethyl)-2H-[1,4]oxazino[3,2-b]quinolin-3(4H)-one NC=1C2=C(N=CN1)N(C=C2)[C@@H]2C[C@]([C@@H]1[C@H]2OC(O1)(C)C)(C)CCC=1C=CC=2C=C3C(=NC2C1)NC(CO3)=O